4-butyl-1-(4-chloro-2-fluorophenyl)-3-(4-fluorophenyl)-N-(5-hydroxy-4,4-dimethylpentyl)-5-methyl-4,5-dihydro-1H-pyrazole-5-carboxamide C(CCC)C1C(=NN(C1(C(=O)NCCCC(CO)(C)C)C)C1=C(C=C(C=C1)Cl)F)C1=CC=C(C=C1)F